CC(OCCCN)CCOCCCN 4,8-Dioxa-5-methyl-undecane-1,11-diamine